N[C@H]1[C@H](CN(CC1)C(=O)OC(C)(C)C)F (3S,4R)-tert-butyl 4-amino-3-fluoropiperidine-1-carboxylate